COC1=CC=C(CC2N(CCC=3CCCCC23)C)C=C1 1-(4-methoxy-benzyl)-2-methyl-1,2,3,4,5,6,7,8-octahydro-isoquinoline